FC(C(=O)O)(F)F.CNC1(CC(C1)OC=1C=2N(C=C(N1)C=1C=NN(C1)C)N=CC2)C N,1-dimethyl-3-[6-(1-methylpyrazol-4-yl)pyrazolo[1,5-a]pyrazin-4-yl]oxy-cyclobutanamine trifluoroacetate